FC(C=1C=C(C=CC1F)C=1C=C2C(=NC1)C=NN2CC=2C=NNC2)F 6-[3-(Difluoromethyl)-4-fluoro-phenyl]-1-(1H-pyrazol-4-ylmethyl)pyrazolo[4,3-b]pyridine